NC1=C2C(=NC=N1)N(N=C2C2=CC=C(C=C2)OC2=CC=CC=C2)C2CCN(CC2)C2CCN(CC2)C2CN(C2)C=2C=C1CN(CC1=CC2)C2C(NC(CC2)=O)=O 5-(3-(4-(4-amino-3-(4-phenoxyphenyl)-1H-pyrazolo[3,4-d]pyrimidin-1-yl)-[1,4'-bipiperidin]-1'-yl)azetidin-1-yl)-2-(2,6-dioxopiperidin-3-yl)isoindoline